ClC1C(C1)CN(C(=O)C=1C=NN(C1C)C(C)C(C)C)C1=CN=NC=C1 N-((2-chlorocyclopropyl)methyl)-5-methyl-1-(3-methylbutan-2-yl)-N-(pyridazin-4-yl)-1H-pyrazole-4-carboxamide